C[C@H](CN1CCC2(CS(C2)(=O)=O)CC1)CC=1C=NC(=NC1)C(F)(F)F (S)-7-(2-Methyl-3-(2-(trifluoromethyl)pyrimidin-5-yl)propyl)-2-thia-7-azaspiro[3.5]nonane 2,2-dioxide